N1N=NN=C1CCCCCCCCCCC1=NN=NN1 5,5'-decamethylenebis(1H-tetrazole)